OCC[N+]1=CC(=CC=C1)CCO 1,3-bis(2-hydroxyethyl)pyridinium